BrC1=CC=C(C=C1)C=1SC2=C(N1)CC[C@@]1([C@H]3CC[C@]4([C@H]([C@@H]3CC[C@H]12)CC[C@@H]4O)C)C (5aR,5bS,7aS,8S,10aS,10bR,12aR)-2-(4-bromophenyl)-5a,7a-dimethyl-5,5a,5b,6,7,7a,8,9,10,10a,10b,11,12,12a-tetradecahydro-4H-cyclopenta[7,8]phenanthro[2,1-d]thiazol-8-ol